O=C([C@@H](O)[C@H](O)[C@H](O)[C@H](O)CO)[O-] Altronate